FC1=CC=C(C=C1)C1SCC(N1C=1C=NC=CC1)=O 2-(4-Fluorophenyl)-3-(pyridin-3-yl)-1,3-thiazolidin-4-one